titanium monoxide [O-2].[Ti+2]